N[C@@H](CC(N)=O)C(=O)O.C(CCCCCCCCCCCCCC)C1=C(C(O)=CC=C1)O pentadecyl-catechol asparaginate